1-(3-bromopropyl)-3-methyl-benzene BrCCCC1=CC(=CC=C1)C